6-(2,2-difluorocyclopropyl)picolinamide FC1(C(C1)C1=CC=CC(=N1)C(=O)N)F